C1(=CC=CC=C1)C(C(CCCCC)=O)C1=CC=CC=C1 diphenyl-heptanone